2-Methyl-6-(5-(methylsulfonyl)-1H-indazol-3-yl)-4-morpholinopyridazin-3(2H)-one CN1N=C(C=C(C1=O)N1CCOCC1)C1=NNC2=CC=C(C=C12)S(=O)(=O)C